([1,1'-biphenyl]-3-carbonyl)-4-nitrobenzenesulfonohydrazide C1(=CC(=CC=C1)C(=O)C1=C(C=CC(=C1)[N+](=O)[O-])S(=O)(=O)NN)C1=CC=CC=C1